C1CN(CCN1C[C@H](COC2=CC=CC3=C2C=CC=N3)O)C4C5=CC=CC=C5[C@H]6[C@H](C6(F)F)C7=CC=CC=C47 (2R)-1-{4-[(1aR,6r,10bS)-1,1-Difluoro-1,1a,6,10b-tetrahydrodibenzo[a,e]cyclopropa[c]cyclohepten-6-yl]piperazin-1-yl}-3-(quinolin-5-yloxy)propan-2-ol